C(=O)(OCC1C2=CC=CC=C2C2=CC=CC=C12)N[C@@H](CCCCN=[N+]=[N-])C(=O)O Fmoc-azidonorleucine